NC1=NC=NC=2C3=C(\C(\C(C12)(C)C)=N/OCCC(=O)OCC)C=C(C=C3)O[C@@H]3CC[C@H](CC3)N ethyl 3-[(Z)-[4-amino-8-(trans-4-aminocyclohexoxy)-5,5-dimethyl-benzo[h]quinazolin-6-ylidene]amino]oxypropanoate